3-((3,5-difluoro-4-(piperazin-1-yl)phenyl)amino)piperidine-2,6-dione FC=1C=C(C=C(C1N1CCNCC1)F)NC1C(NC(CC1)=O)=O